2-[(4-Bromo-2-fluoro-phenyl)-methoxy-methylene]malononitrile BrC1=CC(=C(C=C1)C(=C(C#N)C#N)OC)F